C(=O)O.C(C)(=O)OC(C)(C)C Tert-butyl acetate formate